C(C)(C)(C)[Si](OC[C@H]1N(CCC1)CCCCCCCOC1OCCCC1)(C1=CC=CC=C1)C1=CC=CC=C1 tert-butyl-diphenyl-[[(2S)-1-(7-tetrahydropyran-2-yloxyheptyl)pyrrolidin-2-yl]methoxy]silane